O=C1N(CC2=CC(=CC=C12)CN1C(C(NC(C1([2H])[2H])([2H])[2H])([2H])[2H])([2H])[2H])C1C(NC(CC1)=O)=O 3-(1-oxo-5-((piperazin-1-yl-2,2,3,3,5,5,6,6-d8)methyl)isoindoline-2-yl)piperidine-2,6-dione